(5'S)-1'-(N-(L-alanyl)-N-methyl-L-leucyl)-3-oxo-3,4-dihydrospiro[benzo[b][1,4]oxazine-2,3'-pyrrolidine] N[C@@H](C)C(=O)N([C@@H](CC(C)C)C(=O)N1CC2(CC1)C(NC1=C(O2)C=CC=C1)=O)C